2-methoxy-N-methylnicotinamide COC1=C(C(=O)NC)C=CC=N1